C(C1=CC=CC=C1)NS(=O)(=O)C1=CC=C(C=C1)C1=CC=C(C=C1)CC#C N-benzyl-4'-propargyl-4-biphenylsulfonamide